4-Methoxy-12-[(4-methoxyphenyl)methyl]-12-azatricyclo[6.3.1.02,7]dodeca-2,4,6-triene COC=1C=C2C3CCCC(C2=CC1)N3CC3=CC=C(C=C3)OC